4-(4-(6-(methoxy-d3)-2-azaspiro[3.3]heptan-6-yl)phenyl)-7-(4-(trifluoromethyl)phenyl)-2-naphthoic acid C(OC1(CC2(CNC2)C1)C1=CC=C(C=C1)C1=CC(=CC2=CC(=CC=C12)C1=CC=C(C=C1)C(F)(F)F)C(=O)O)([2H])([2H])[2H]